[Si](C)(C)(C(C)(C)C)OCC(CCCC)(C)NC1=NC(=NC(=C1C(=O)[O-])C)SC 4-((1-((tert-Butyldimethylsilyl)oxy)-2-methylhex-2-yl)amino)-6-methyl-2-(methylthio)pyrimidine-5-carboxylate